2-(7-Bromo-1-(cyclopropylmethyl)-2-(1,2,5,6-tetrahydropyridin-3-yl)-1H-indol-5-yl)(1-methylpyrrolo[3,4-c]pyrazol-5(1H,4H,6H)-yl)methanone BrC=1C=C(C=C2C=C(N(C12)CC1CC1)C=1CNCCC1)N1N(C2=C(C1)CN(C2)C=O)C